ClC=1C2=C(N=C(N1)C1=NC(=CC=C1)C)SC(=C2)C 4-chloro-6-methyl-2-(6-methylpyridin-2-yl)thieno[2,3-d]pyrimidine